5-(1-hydroxy-2-{[2-(4-hydroxyphenyl)-1-methylethyl]amino}ethyl)benzene-1,3-diol OC(CNC(CC1=CC=C(C=C1)O)C)C=1C=C(C=C(C1)O)O